ClC=1C(=CC2=C(C[C@](O2)(C2=CC=CC=C2)CNC2CCC(CC2)(C)O)C1C1=C(C(=O)N)C=CC(=C1F)OCC1=NC=CC=N1)F 2-((2s,4s)-5-chloro-6-fluoro-2-((((trans)-4-hydroxy-4-methylcyclohexyl)amino)methyl)-2-phenyl-2,3-dihydrobenzofuran-4-yl)-3-fluoro-4-(pyrimidin-2-ylmethoxy)benzamide